4-[4-(4-ethynylbenzoyl)-3-methyl-piperazin-1-yl]-3-[4-[4-(4-ethynylbenzoyl)oxyphenyl]phenyl]benzoic acid C(#C)C1=CC=C(C(=O)N2C(CN(CC2)C2=C(C=C(C(=O)O)C=C2)C2=CC=C(C=C2)C2=CC=C(C=C2)OC(C2=CC=C(C=C2)C#C)=O)C)C=C1